C(C(C)C)SC1=CC=C(C2=C1C=CO2)C(/C=C/C2=CC(=C(OC(C(=O)O)(C)C)C(=C2)C)C)=O (E)-2-(4-(3-(4-(isobutylthio)benzofuran-7-yl)-3-oxoprop-1-en-1-yl)-2,6-dimethylphenoxy)-2-methylpropanoic acid